C(C)(C)(C)[C@@]1(N(C2=CC=CC(=C2C1)F)C(=O)OC(C1=C(C=CC(=C1)F)Cl)C1=C(C=C2C=CC=NC2=C1Br)F)CO[Si](C)(C)C(C)(C)C (8-bromo-6-fluoroquinolin-7-yl)(2-chloro-5-fluorophenyl)methanol tert-butyl-(R)-2-(((tert-butyldimethylsilyl)oxy)methyl)-4-fluoroindoline-1-carboxylate